N-((3R,4S)-6-chloro-7-fluoro-4-hydroxychroman-3-yl)-4-(3-cyano-3-methylazetidine-1-carbonyl)-5-methyl-1H-pyrrole-2-sulfonamide ClC=1C=C2[C@@H]([C@@H](COC2=CC1F)NS(=O)(=O)C=1NC(=C(C1)C(=O)N1CC(C1)(C)C#N)C)O